benzoxymelamine C(C1=CC=CC=C1)ONC1=NC(=NC(=N1)N)N